ClC1=C(C=2N=C(N=C(C2C=N1)N1C[C@H]2CC[C@@H](C1)N2C(=O)OC(C)(C)C)OCC21CCCN1C(CC2)CF)F Tert-butyl (1R,5S)-3-(7-chloro-8-fluoro-2-((3-(fluoromethyl)tetrahydro-1H-pyrrolizin-7a(5H)-yl)methoxy)pyrido[4,3-d]pyrimidin-4-yl)-3,8-diazabicyclo[3.2.1]octane-8-carboxylate